N1C=2[C@@H](CC1)CNC2 (3aS,6aS)-hexahydropyrrolo[3,4-b]Azole